The molecule is zwitterionic form of allysine arising from transfer of a proton from the carboxy to the amino group; major species at pH 7.3. It is a tautomer of an allysine. C(CC=O)CC(C(=O)[O-])[NH3+]